tert-butyl 3-[1-(2,6-dioxopiperidin-3-yl)-3-methyl-2-oxo-1,3-benzodiazol-5-yl]piperidine-1-carboxylate O=C1NC(CCC1N1C(N(C2=C1C=CC(=C2)C2CN(CCC2)C(=O)OC(C)(C)C)C)=O)=O